(R)-9-(2-Hydroxy-2-methylpropyl)-2-((R)-3-methylmorpholin-4-yl)-6-trifluoromethyl-6,7,8,9-tetrahydro-pyrimido[1,2-a]-pyrimidin-4-one OC(CN1CC[C@@H](N2C1=NC(=CC2=O)N2[C@@H](COCC2)C)C(F)(F)F)(C)C